α-l-aspartyl-l-phenylalanine N[C@@H](CC(O)=O)C(=O)N[C@@H](CC1=CC=CC=C1)C(=O)O